2-(4-fluoro-1-benzofuran-7-yl)-3-(pyridin-4-yl)-4,5,6,7-tetrahydropyrazolo[1,5-a]pyrazin-5-ium chloride [Cl-].FC1=CC=C(C2=C1C=CO2)C2=NN1C(C[NH2+]CC1)=C2C2=CC=NC=C2